4-(1,6-diazaspiro[3.4]octan-6-yl)-7H-pyrrolo[2,3-D]pyrimidine N1CCC12CN(CC2)C=2C1=C(N=CN2)NC=C1